FC1=C(C=CC=C1C[C@@H]1N(CC2(CC2)[C@@H]1NS(=O)(=O)C)C(=O)NCC1(CC1)F)C1=CC=CC=C1 (6S,7S)-6-((2-fluoro-[1,1'-biphenyl]-3-yl)methyl)-N-((1-fluorocyclopropyl)methyl)-7-(methyl-sulfonamido)-5-azaspiro[2.4]heptane-5-carboxamide